3,4-bis{2-[2-(2-methoxyethoxy)ethoxy]ethoxy}benzaldehyde COCCOCCOCCOC=1C=C(C=O)C=CC1OCCOCCOCCOC